ClC=1C(=NC(=NC1)NC1CCOCC1)C1=CC=C2CN(C(C2=C1)=O)CC(=O)NC(C)C=1SC(=C(N1)C)C 2-(6-{5-chloro-2-[(oxan-4-yl)amino]pyrimidin-4-yl}-1-oxo-2,3-dihydro-1H-isoindol-2-yl)-N-[1-(4,5-dimethyl-1,3-thiazol-2-yl)ethyl]acetamide